CC1(C(C(C1OC=1C=CC=2N(N1)C(=NN2)C(F)(F)F)(C)C)NC(OC(C)(C)C)=O)C tert-butyl ((1r,3r)-2,2,4,4-tetramethyl-3-((3-(trifluoromethyl)-[1,2,4]triazolo[4,3-b]pyridazin-6-yl)oxy)cyclobutyl)carbamate